3-nitro-4-bromo-1,8-naphthalic anhydride C1=CC2=C3C(=C1)C(=O)OC(=O)C3=CC(=C2Br)[N+](=O)[O-]